[NH4+].NC1=NC=CC(=N1)N1C(=CC2=CC=C(C=C12)Br)C(=O)[O-] 1-(2-aminopyrimidin-4-yl)-6-bromo-1H-indole-2-carboxylic acid ammonium salt